C1=CC=CC=2C3=CC(=CC=C3C=CC12)O phenanthren-6-ol